ClC1=CC=C(C=C1)NC1=NC2=CN=CC=C2C2=C1NC1=C2C=CN=C1 N-(4-chlorophenyl)-7H-pyrido[4',3':4,5]pyrrolo[2,3-c][1,7]naphthyridin-6-amine